C(CCCCCCCCCCC)C(N(CCO)CCO)(CO)S(=O)(=O)C1=CC=CC=C1 dodecylbenzenesulfonyl-triethanolamine